C(C)(C)(C)C1=CC=C(C=C1)S(=O)(=O)N 4-tertiary butyl-benzenesulfonamide